(2S)-ethyl 1-((4-nitrophenoxy)(phenoxy)phosphoryl)pyrrolidine-2-carboxylate [N+](=O)([O-])C1=CC=C(OP(=O)(OC2=CC=CC=C2)N2[C@@H](CCC2)C(=O)OCC)C=C1